C(CCCCCCC=C)OC(COCCOCCOCCOCCOCC1=CC=CC=C1)COCCCCCCCC=C 2-[2-[2-[2-[2,3-bis(non-8-enoxy)propoxy]ethoxy]ethoxy]ethoxy]ethoxymethyl-benzene